methyl (Z)-tetracosa-15-enoate C(CCCCCCCCCCCCC\C=C/CCCCCCCC)(=O)OC